CN1N=CC2=CC(=CC=C12)C=1NCC(CC1)C 1-Methyl-5-(5-methyl-1,4,5,6-tetrahydropyridin-2-yl)-1H-indazole